BrC1=C(C(=O)O)C=CC=C1NC1CCC(CC1)NC(=O)OC(C)(C)C bromo-3-({(1r,4r)-4-[(tert-butoxycarbonyl)amino]cyclohexyl}amino)benzoic acid